3-hydroxy-N-[(1R)-1-(3-methoxyphenyl)ethyl]Propionamide OCCC(=O)N[C@H](C)C1=CC(=CC=C1)OC